COC(C1=C(C=C(C=C1)OC)O)=O.BrC1=CN=C2C=C(C=NC2=C1)NC1=NC(=NC=C1)NC1=CC(=C(C=C1)OC1CC(C1)N(C)C)OC 4-(7-bromo-1,5-diaza-3-naphthylamino)-2-{3-methoxy-4-[(1s,3s)-3-(dimethylamino)cyclobutoxy]phenylamino}pyrimidine methyl-2-hydroxy-4-methoxybenzoate